1,2-dipropylpyrrolidinium chloride [Cl-].C(CC)[NH+]1C(CCC1)CCC